C1(=CC=CC=C1)C#CC=1N=C(SC1)C=NO 4-(phenylethynyl)thiazole-2-carbaldehyde oxime